ClC1=C(C=C(C=C1)NC(=O)NC1=CC(=CC(=C1)C(=O)C=1C=C2N=C(C=NC2=CC1)N1CCCC1)F)F 1-(4-chloro-3-fluorophenyl)-3-(3-fluoro-5-(3-(pyrrolidin-1-yl)quinoxaline-6-carbonyl)phenyl)urea